Cl[C@H](CN(CC1=CC=CC=C1)C)C1=CC(=CC=C1)C(F)(F)F (βs)-β-chloro-N-methyl-N-(phenylmethyl)-3-(trifluoromethyl)phenethylamine